C1(CC1)S(=O)(=O)C=1N=C(C=NC1)CNC(=O)C1=NC=C(C=C1)C1=NC(=CN=C1)OCC N-[(5-cyclopropanesulfonylpyrazin-3-yl)methyl]-5-(6-ethoxypyrazin-2-yl)pyridine-2-carboxamide